C(C)OC(\C(=C/C(=O)O)\OC(C(=C)C)=O)=O 2-(methacryloyloxy)maleic acid ethyl ester